(3S,6S,9R,10aR)-9-hydroxy-9-methyl-6-((S)-2-(methylamino)propanamido)-5-oxo-N-((R)-1,2,3,4-tetrahydronaphthalen-1-yl)decahydropyrrolo[1,2-a]azocine-3-carboxamide O[C@]1(C[C@@H]2N(C([C@H](CC1)NC([C@H](C)NC)=O)=O)[C@@H](CC2)C(=O)N[C@@H]2CCCC1=CC=CC=C21)C